(1R,3R,4R)-N-[(1R)-1-cyano-2-[(3R)-2-oxo-3-piperidyl]ethyl]-2-[(2S)-3-cyclobutyl-2-[(2,2,2-trifluoroacetyl)amino]propanoyl]-5,5-difluoro-2-azabicyclo[2.2.2]octane-3-carboxamide C(#N)[C@@H](C[C@@H]1C(NCCC1)=O)NC(=O)[C@@H]1N([C@H]2CC([C@@H]1CC2)(F)F)C([C@H](CC2CCC2)NC(C(F)(F)F)=O)=O